N,N'-bis(3-amino-1-ethylpropyl)-2-methyl-1,5-pentandiamine NCCC(CC)NCC(CCCNC(CCN)CC)C